N-[1-[2-[4-(3-cyanoazetidin-1-yl)-1-piperidyl]-2-oxo-ethyl]-3-[2-(difluoromethoxy)-5-isopropylsulfanyl-phenyl]pyrazol-4-yl]pyrazolo[1,5-a]pyrimidine-3-carboxamide C(#N)C1CN(C1)C1CCN(CC1)C(CN1N=C(C(=C1)NC(=O)C=1C=NN2C1N=CC=C2)C2=C(C=CC(=C2)SC(C)C)OC(F)F)=O